4-bromo-2-(methoxymethyl)-2,3-dihydrobenzofuran-7-amine BrC1=CC=C(C2=C1CC(O2)COC)N